(S)-3-(benzyloxy)-1-(2-(3,4-dimethoxyphenyl)-2-hydroxyethyl)-2-methylpyridin-4(1H)-one C(C1=CC=CC=C1)OC1=C(N(C=CC1=O)C[C@@H](O)C1=CC(=C(C=C1)OC)OC)C